C(=O)(O)C=1C=C(C=C(C1)C(=O)O)C1=CC(=CC=C1)C(=O)O 3,5,3'-tricarboxybiphenyl